ClC1=C(C=C(C=C1)C=1C=NN(C1)C1=C(C(=NN1C)OS(=O)(=O)C(C(C(C(F)(F)F)(F)F)(F)F)(F)F)C(F)(F)F)C(N(C)C1(CC1)C#N)=O [5-[4-[4-chloro-3-[(1-cyanocyclopropyl)-methyl-carbamoyl]phenyl]pyrazol-1-yl]-1-methyl-4-(trifluoromethyl)pyrazol-3-yl]1,1,2,2,3,3,4,4,4-nonafluorobutane-1-sulfonate